(3-(2-(2,6-dioxopiperidin-3-yl)-1-oxoisoindolin-4-yl)-5-fluorobenzyl)picolinamide O=C1NC(CCC1N1C(C2=CC=CC(=C2C1)C=1C=C(CC=2C(=NC=CC2)C(=O)N)C=C(C1)F)=O)=O